2-[1-[4-(2-Cyclobutylsulfanyl-3-pyridyl)-2,6-difluoro-phenyl]-4-piperidyl]acetic acid C1(CCC1)SC1=NC=CC=C1C1=CC(=C(C(=C1)F)N1CCC(CC1)CC(=O)O)F